2-(4-cyclopropyl-6-methoxypyrimidin-5-yl)-N-(3-fluoro-4-(3-methoxypyridin-2-yl)phenyl)-4,5,6,7-tetrahydropyrazolo[1,5-a]pyridin-4-amine C1(CC1)C1=NC=NC(=C1C1=NN2C(C(CCC2)NC2=CC(=C(C=C2)C2=NC=CC=C2OC)F)=C1)OC